Methyl 1-{[6-(4-fluorophenoxy)-1-methyl-3,4-dihydronaphthalen-2-yl]methyl}azetidine-3-carboxylate FC1=CC=C(OC=2C=C3CCC(=C(C3=CC2)C)CN2CC(C2)C(=O)OC)C=C1